5-(2,6-diazaspiro[3.3]heptan-2-ylmethyl)-2-(trifluoromethyl)thiazole C1N(CC12CNC2)CC2=CN=C(S2)C(F)(F)F